FC(CCN1N=NC(=C1)C(=O)NCC1=NC(=CC=C1)C(F)(F)F)CN1N=NC(=C1)C(NCC1=CC(=CC=C1)OC(F)(F)F)=O 1-{3-fluoro-4-[4-({[3-(trifluoromethoxy)phenyl]methyl}carbamoyl)-1H-1,2,3-triazol-1-yl]butyl}-N-{[6-(trifluoromethyl)pyridin-2-yl]methyl}-1H-1,2,3-triazole-4-carboxamide